5-((6S)-2,2-Difluoro-7-((5-methoxy-7-methyl-1H-indol-4-yl)methyl)-7-azaspiro[3.5]nonan-6-yl)-6-(isopropylamino)pyridine-2-carboxylic acid FC1(CC2(C1)C[C@H](N(CC2)CC2=C1C=CNC1=C(C=C2OC)C)C=2C=CC(=NC2NC(C)C)C(=O)O)F